BrC=1C=C(C=CC1)C=1N=C2C=CC=CC2=C2C=C3C(=CC12)C=1C=CC=CC1C3(C3=CC=CC=C3)C3=CC=CC=C3 6-(3-bromophenyl)-12,12-diphenyl-12H-indeno[1,2-j]Phenanthridine